5,6-dimethyl-2-(4-methylpiperazin-1-yl)pyrimidin CC=1C=NC(=NC1C)N1CCN(CC1)C